S(=O)(OCCCCCCCCCC)[O-] decyl sulfite